C(C)(C)(C)OC(CC[C@@H](C(=O)N)N1CC=2C(C1=O)=CSC2COC2=CC=C(C=C2)CN2CCOCC2)=O (S)-5-amino-4-(1-((4-(morpholinomethyl)phenoxy)methyl)-4-oxo-4H-thieno[3,4-c]pyrrol-5(6H)-yl)-5-oxopentanoic acid tert-butyl ester